C[C@H]1[C@H]([C@H]([C@@H]([C@@H](O1)O[C@H]2[C@H](O[C@@H]([C@@H]([C@H]2O)O)OC[C@@H]3[C@H]([C@@H]([C@H]([C@@H](O3)O[C@@H]4[C@H]([C@H](O[C@@H]([C@@H]4O)COP(=O)(O)OCCN)O[C@@H]5[C@@H]([C@H]([C@H](O[C@@H]5C(=O)O)O[C@H]6[C@@H]([C@H](O[C@@H]([C@H]6O)O[C@@H]7[C@@H]([C@H](O[C@@H]([C@H]7O[C@H]8[C@@H]([C@H]([C@@H]([C@H](O8)CO)O)O)O)[C@H](CO)O)O[C@@H]9[C@@H](C[C@@](O[C@@H]9[C@@H](CO[C@@H]1[C@@H]([C@H]([C@H](CO1)N)O)O)O)(C(=O)O)O)O[C@@]1(C[C@H]([C@H]([C@H](O1)[C@@H](CO)O)O)O)C(=O)O)O)[C@H](CO[C@@H]1[C@H]([C@H]([C@@H]([C@H](O1)[C@H](CO)O)O)O)O)OP(=O)(O)OCCN)O)O[C@@H]1[C@H]([C@H]([C@@H]([C@H](O1)[C@@H](CO)O)O)O)O[C@@H]1[C@H]([C@H]([C@@H]([C@H](O1)[C@H](CO)O)O)O)O)O)N)O)O)O)CO)O)NC(=O)C[C@@H](C)O)O The molecule is an oligosaccharide derivative that is a decasaccharide derivative, the oligosaccharide portion of the Proteus penneri strains 16 and 18 lipopolysaccharide (LPS) core region.